OCC1=CC=C(O1)C1=NC(=CC2=C1NC1=CC=CC=C21)C(=O)N2CCOCC2 (1-(5-(hydroxymethyl)furan-2-yl)-9H-pyrido[3,4-b]indol-3-yl)morpholinomethanone